C(C)(C)(C)O[Si](O[Si](C)(C)C)(C)C 1-tert-butoxy-1,1,3,3,3-pentamethyldisiloxane